BrC1=C2C=NN(C2=CC(=C1[C@H]1[C@H](C1)CO[Si](C)(C)C(C)(C)C)C)C1OCCCC1 4-bromo-5-((1R,2S)-2-(((tert-butyldimethylsilyl)oxy)methyl)cyclopropyl)-6-methyl-1-(tetrahydro-2H-pyran-2-yl)-1H-indazole